C(C)(C)(C)C=1C=C(C=C(C1O)C(C)(C)C)C(C(=O)OCCCCCCCCCCCCC)C tridecyl alcohol 3,5-di-t-butyl-4-hydroxyphenylpropionate